Cl.C(C)OC([C@@H](NC(CCCCCCCCCCC)=O)CCCNC(N)=N)=O Ethyl-N-lauroyl-L-arginate HCL